N[C@@H](C)C(=O)O[C@H]1CC[C@@]2([C@H]3CC[C@@]4([C@H](CC[C@@]4([C@@H]3CC[C@@H]2C1)O)C=1C=CC(OC1)=O)C)C (3S,5R,8R,9S,10S,13R,14S,17R)-14-hydroxy-10,13-dimethyl-17-(2-oxo-2H-pyran-5-yl)hexadecahydro-1H-cyclopenta[a]phenanthren-3-yl alaninate